C[C@@H]1N[C@H](CNC1)C trans-2,6-dimethylpiperazine